N,N-diethylnaphthalen-1-amine C(C)N(C1=CC=CC2=CC=CC=C12)CC